5-(4-fluoro-2-methyl-phenoxy)-3-methyl-2-(trifluoromethyl)pyridine-4-carboxylic acid methyl ester COC(=O)C1=C(C(=NC=C1OC1=C(C=C(C=C1)F)C)C(F)(F)F)C